4-((S)-1-(((R)-3,3-difluorocyclopentyl)amino)ethyl)-7,7-dimethyl-6,7-dihydro-5H-cyclopenta[b]pyridine-2-carboxamide FC1(C[C@@H](CC1)N[C@@H](C)C1=C2C(=NC(=C1)C(=O)N)C(CC2)(C)C)F